ClC=1C=C(C=CC1Cl)C=1NC(C=2N(C1)N=C(C2)C(=O)OCC)=O ethyl 6-(3,4-dichlorophenyl)-4-oxo-4,5-dihydropyrazolo[1,5-a]pyrazine-2-carboxylate